(1-(6-bromo-3-cyanopyrazolo[1,5-a]pyridin-4-yl)piperidin-4-yl)carbamate BrC=1C=C(C=2N(C1)N=CC2C#N)N2CCC(CC2)NC([O-])=O